N12CCN(CC1)CC2 1,4-di-azabicyclo[2.2.2]octane